7-((2S,5R)-2,5-diethyl-4-(1-(4-fluoro-2-(trifluoromethyl)phenyl)ethyl)piperazin-1-yl)-2,4-dihydro-5H-pyrazolo[4,3-b]pyridin-5-one C(C)[C@@H]1N(C[C@H](N(C1)C(C)C1=C(C=C(C=C1)F)C(F)(F)F)CC)C=1C=2C(NC(C1)=O)=CNN2